N1N=NN=C1C1=C(C=CC=C1)C=1C=C(C2=C(C(C(O2)CC)CCC(F)(F)F)C1)NC(=O)NC1=CC=C(C=C1)C (+/-)-1-(5-(2-(1H-tetrazol-5-yl)phenyl)-2-ethyl-3-(3,3,3-trifluoropropyl)-2,3-dihydrobenzofuran-7-yl)-3-(p-tolyl)urea